5-chloro-N-(2,4-dimethoxy-benzyl)-2,4-difluoro-N-(1,2,4-thiadiazol-5-yl)-benzenesulfonamide ClC=1C(=CC(=C(C1)S(=O)(=O)N(C1=NC=NS1)CC1=C(C=C(C=C1)OC)OC)F)F